ClC=1C=C(C=NC1)C1=CC(=C(C=C1C)NC(C(C)(C)C=1N=C(SC1)NS(=O)(=O)C1CC1)=O)F N-(4-(5-chloropyridin-3-yl)-2-fluoro-5-methylphenyl)-2-(2-(cyclopropanesulfonylamino)thiazol-4-yl)-2-methylpropanamide